aminopyrrole bis(trifluoromethanesulfonyl)imide salt [N-](S(=O)(=O)C(F)(F)F)S(=O)(=O)C(F)(F)F.NC=1NC=CC1